C1(CCCCC1)N(C(CCCCCCNC1=C(C(C1=O)=O)NC1=CC=NC=C1)=O)OCCN(C(OC(C)(C)C)=O)CC tert-butyl (2-((N-cyclohexyl-7-((3,4-dioxo-2-(pyridin-4-ylamino)cyclobut-1-en-1-yl)amino)heptanamido)oxy)ethyl)(ethyl)carbamate